NC1=CC=C(C=C1)C=1SC(=CN1)C1=C(C=C(C=C1)N1C(N(CC1)CC1=CC=CC=C1)=O)S(=O)(=O)NC(C)(C)C 2-(2-(4-aminophenyl)thiazol-5-yl)-5-(3-benzyl-2-oxoimidazolidin-1-yl)-N-(tert-butyl)benzenesulfonamide